9-(5-Chloro-2-methylphenyl)-4-((4,6-dimethylpyridin-2-yl)methyl)-7-((2-methyl-1H-imidazol-1-yl)methyl)-3,4-dihydrobenzo[f][1,4]oxazepin-5(2H)-one ClC=1C=CC(=C(C1)C1=CC(=CC=2C(N(CCOC21)CC2=NC(=CC(=C2)C)C)=O)CN2C(=NC=C2)C)C